(S)-10-benzyl-7-bromo-6-fluoro-2-methyl-9,10-dihydro-8-oxo-2,4,10a-triazanaphtho[2,1,8-cde]Azulene-1(2H)-one C(C1=CC=CC=C1)[C@H]1CC(C2=C3C4=C(N(C(N14)=O)C)C=NC3=CC(=C2Br)F)=O